C(COCCOCCO)O The molecule is a poly(ethylene glycol) that is octane-1,8-diol in which the carbon atoms at positions 3 and 6 have been replaced by oxygen atoms. It has a role as a plasticiser. It is a poly(ethylene glycol), a diol and a primary alcohol.